5-bromopyrrolo[1,2-b]pyridazine-7-carbonitrile BrC=1C=C(N2N=CC=CC21)C#N